BrC=1N=C(SC1)[C@H]([C@@H](C(=O)O)NC(=O)OC(C)(C)C)N(C)CC1=C(C=CC=C1)OC[C@@H]1N(CCC1)[C@H](C(=O)OC(C)(C)C)C(C)C (2S,3S)-3-(4-bromothiazol-2-yl)-3-((2-(((R)-1-((S)-1-(tert-butoxy)-3-methyl-1-oxobutan-2-yl)pyrrolidin-2-yl)methoxy)benzyl)(methyl)amino)-2-((tert-butoxycarbonyl)amino)propanoic acid